[(2R)-4-{5-[(2,6-dichlorophenyl)methoxy]pyrimidin-2-yl}morpholin-2-yl]methanamine ClC1=C(C(=CC=C1)Cl)COC=1C=NC(=NC1)N1C[C@H](OCC1)CN